C[C@@H]1N([C@H](CNC1)C)C1=NC(=NC2=C1N=C(N(C2=O)C2=CC=CC1=CC=CC(=C21)F)C(F)(F)F)OC[C@H]2N(CCC2)C 8-((2s,6s)-2,6-dimethylpiperazin-1-yl)-3-(8-fluoronaphthalen-1-yl)-6-(((S)-1-methylpyrrolidin-2-yl)methoxy)-2-(trifluoromethyl)pyrimido[5,4-d]pyrimidin-4(3H)-one